N-methoxy-N,2-dimethylacrylamide CON(C(C(=C)C)=O)C